C(=O)(O)CCCCCCCCC(=O)O[Zn]OC(CCCCCCCCC(=O)O)=O bis((9-carboxyl-nonanoyl)oxy)zinc